C12CNCC(CC1)N2C=2SC=1CN(CCC1N2)C(=O)NC2(CCC2)C 2-(3,8-diazabicyclo[3.2.1]octan-8-yl)-N-(1-methylcyclobutyl)-6,7-dihydrothiazolo[5,4-c]pyridine-5(4H)-carboxamide